C[Si](CCOCN1C=CC2=CC3=C(OCCN3)N=C21)(C)C 6-((2-(trimethylsilyl)ethoxy)methyl)-1,2,3,6-tetrahydropyrrolo[3',2':5,6]pyrido[2,3-b][1,4]oxazine